(8S,9S,10R,13S,14S,17S)-17-(2-hydroxyacetyl)-10,13-dimethyl-6,7,8,9,10,11,12,13,14,15,16,17-dodecahydro-1H-cyclopenta[a]phenanthren-3(2H)-one OCC(=O)[C@H]1CC[C@H]2[C@@H]3CCC4=CC(CC[C@@]4([C@H]3CC[C@]12C)C)=O